2-((1r,6r)-3-methyl-6-(prop-1-en-2-yl)cyclohex-2-en-1-yl)-5-propylbenzene-1,3-diol CC1=C[C@H]([C@@H](CC1)C(=C)C)C1=C(C=C(C=C1O)CCC)O